Ethyl 1-(3-chloro-2-methylpyridin-4-yl)-5-(trifluoromethyl)-1H-pyrazole-4-carboxylate ClC=1C(=NC=CC1N1N=CC(=C1C(F)(F)F)C(=O)OCC)C